C1(CCCC1)N1[C@@H](C(N(C=2C=NC(=NC12)NCC1=C(C=C(C(=O)OC)C=C1)OC)C)=O)CC methyl (R)-4-(((8-cyclopentyl-7-ethyl-5-methyl-6-oxo 5,6,7,8-tetrahydropteridin-2-yl) amino) methyl)-3-methoxybenzoate